CC(CC(NC(C=CC(NCC1=NC(=CC=C1)C1=CC=CC=C1)=O)=O)B(O)O)C (3-methyl-1-(4-oxo-4-(((6-phenylpyridin-2-yl)methyl)amino)but-2-enamido)butyl)boronic acid